3-chloro-2'-(3-(1-cyclopropyl-1H-1,2,4-triazol-5-yl)-2-fluorophenyl)-3'-fluoro-5',6-dimethyl-2-oxo-2H-[1,4'-bipyridin]-4-yl trifluoromethanesulfonate FC(S(=O)(=O)OC1=C(C(N(C(=C1)C)C1=C(C(=NC=C1C)C1=C(C(=CC=C1)C1=NC=NN1C1CC1)F)F)=O)Cl)(F)F